4-chloro-3-(methylsulfinylmethyl)aniline ClC1=C(C=C(N)C=C1)CS(=O)C